Rac-N-[(2R,3aS,4R,6aS)-4,5,5-trifluorooctahydropentalen-2-yl]-3-[2-(2-aminopyrimidin-5-yl)ethynyl]-4-methylbenzamide F[C@@H]1[C@H]2C[C@@H](C[C@H]2CC1(F)F)NC(C1=CC(=C(C=C1)C)C#CC=1C=NC(=NC1)N)=O |r|